4-(3-(hydroxymethyl)-6-oxopyridazin-1(6H)-yl)butanenitrile OCC1=NN(C(C=C1)=O)CCCC#N